4-bromo-2-chloromethyl-1-butene BrCCC(=C)CCl